ClC1=C(C=CC2=C1C(=N[C@H](C=1N2C=CC(N1)=O)C)C1=C(C=CC=C1F)F)C(F)(F)F (5S)-8-chloro-7-(2,6-difluorophenyl)-5-methyl-9-(trifluoromethyl)-5H-pyrimido[1,2-a][1,4]benzodiazepin-3-one